O1C(=CC=C1)P(C=1OC=CC1)C=1OC=CC1 tri(2-furyl)phosphorus